C(C1=CC=CC=C1)C1(CN(CC1)S(=O)(=O)C1=NN(N=C1)C)C=1C=C2C=NN(C2=CC1C)C=1C=NC=CC1 5-(3-benzyl-1-((2-methyl-2H-1,2,3-triazol-4-yl)sulfonyl)pyrrolidin-3-yl)-6-methyl-1-(pyridin-3-yl)-1H-indazole